C[C@H]1CN([C@H](CO1)C)C(=O)OC=1C=C2C(=NC=NC2=CC1OC)C=1C(=NN(C1)C)C1=CC=CC=C1 |r| trans-rac-7-methoxy-4-(1-methyl-3-phenyl-1H-pyrazol-4-yl)quinazolin-6-yl (2S,5S)-2,5-dimethylmorpholine-4-carboxylate